C(C)OC([C@@H](NC(CCC)=O)CC1=CNC2=CC=CC=C12)=O butyryl-L-tryptophan ethyl ester